2'-(3-cyclobutyl-1H-pyrrolo[2,3-b]pyridin-5-yl)-N-(propan-2-yl)-5',6'-dihydrospiro[azetidine-3,4'-pyrrolo[1,2-b]pyrazole]-1-carboxamide C1(CCC1)C1=CNC2=NC=C(C=C21)C=2C=C1N(N2)CCC12CN(C2)C(=O)NC(C)C